S1C(=NC2=C1C=CC=C2)C2CCN(CC2)C(=O)C=2C(=NC(=C(C2O)C2=C(C=CC=C2OC)OC)CCCC)O 3-[4-(1,3-benzothiazol-2-yl)piperidine-1-carbonyl]-6-butyl-5-(2,6-dimethoxyphenyl)pyridine-2,4-diol